C(CCCCCCCCCCCCCCCCCCCCCCCCCCCCC)OC(CCCCCCCCCCCCCCCCC)=O.C(CCCCCCC)(=O)[Si](OC)(OC)OC caprylyl-trimethoxysilane n-triacontyl-octadecanoate